COC1=NC(=CC2=CC=CC=C12)C(=O)NC1=CC(=CC=C1)[C@H](C)SC1=NN=CN1C (S)-1-methoxy-N-(3-(1-((4-methyl-4H-1,2,4-triazol-3-yl)thio)ethyl)phenyl)isoquinoline-3-carboxamide